ClC1=CC(=NN1CCC1CCN(CC1)C)C(=O)[O-].[Li+] lithium 5-chloro-1-(2-(1-methylpiperidin-4-yl)ethyl)-1H-pyrazole-3-carboxylate